CNC(OC1=NC=C(C=C1[Sn](CCCC)(CCCC)CCCC)F)=O (5-fluoro-3-(tri-n-butylstannyl) pyridin-2-yl) methylcarbamate